4-(6-(bis(2-methoxyethyl)amino)-2-(5,6-dihydro-[1,2,4]triazolo[1,5-a]pyrazin-7(8H)-yl)-8-(4-methoxypiperidin-1-yl)pyrimido[5,4-d]pyrimidin-4-yl)-1-methylpiperazin-2-one COCCN(C=1N=C(C=2N=C(N=C(C2N1)N1CC(N(CC1)C)=O)N1CC=2N(CC1)N=CN2)N2CCC(CC2)OC)CCOC